FC(CN1N=C(C(=C1)C)C=1C=C2C(=NC1)NN=C2N2[C@H](C[C@@H](C2)F)C2=C(C=CC(=C2)F)F)F 5-(1-(2,2-Difluoroethyl)-4-methyl-1H-pyrazol-3-yl)-3-((2R,4S)-2-(2,5-difluorophenyl)-4-fluoropyrrolidin-1-yl)-1H-pyrazolo[3,4-b]pyridine